6-(3,4-difluorophenyl)-1-(2-oxobutyl)-3H-imidazo[4,5-b]pyridin-2-one FC=1C=C(C=CC1F)C=1C=C2C(=NC1)NC(N2CC(CC)=O)=O